NC1=NN2C(C=C(C=C2)C=2C(=NC(=C(C(=O)NCC3=C(C(=CC(=C3)F)F)OC([2H])([2H])C3CC3)C2)OC([2H])([2H])[2H])C)=N1 5-(2-amino-[1,2,4]triazolo[1,5-a]pyridin-7-yl)-N-(2-(cyclopropylmethoxy-d2)-3,5-difluorobenzyl)-2-(methoxy-d3)-6-methylnicotinamide